FC=1C=CC(=C(C1)C1(CC1)C(=O)OCC)O Ethyl 1-(5-fluoro-2-hydroxyphenyl)cyclopropane-1-carboxylate